C(C)(=O)OC(CO[SiH2]CCCl)OC(C)=O Diacetyloxyethoxy(2-chloroethyl)silan